OC1=CC(=CC=2OC(OC(C21)=O)(C)C)O 5,7-dihydroxy-2,2-dimethyl-4H-benzo[d][1,3]Dioxin-4-one